2-p-methoxyphenylthioethylamine ditartrate C(=O)(O)C(O)C(O)C(=O)O.C(=O)(O)C(O)C(O)C(=O)O.COC1=CC=C(C=C1)SCCN